C(CCCCCCC)C(CN1C(C2=C(N(C(C2=C1C=1SC(=CC1)B1OC(C(O1)(C)C)(C)C)=O)CC(CCCCCCCCCC)CCCCCCCC)C=1SC(=CC1)B1OC(C(O1)(C)C)(C)C)=O)CCCCCCCCCC 2,5-bis(2-octyldodecyl)-3,6-bis[5-(4,4,5,5-Tetramethyl-1,3,2-dioxaborolan-2-yl)thiophen-2-yl]pyrrolo[3,4-c]pyrrole-1,4(2H,5H)-dione